COC1=CC=C(CN2N=C(N=C2C=2N=C3N(C=CC=N3)C2C=2N=CN(C2)S(=O)(=O)N(C)C)C(F)(F)F)C=C1 4-(2-(1-(4-Methoxybenzyl)-3-(trifluoromethyl)-1H-1,2,4-triazol-5-yl)imidazo[1,2-a]pyrimidin-3-yl)-N,N-dimethyl-1H-imidazole-1-sulfonamide